C(=C)C1=NC=C(N=C1C)C 2-Ethenyl-3,5-dimethylpyrazine